2-[1-[2-[3-(3,4-Dimethoxyphenyl)triazol-4-yl]-6-methyl-4-oxo-chromen-8-yl]ethylamino]benzoic acid COC=1C=C(C=CC1OC)N1N=NC=C1C=1OC2=C(C=C(C=C2C(C1)=O)C)C(C)NC1=C(C(=O)O)C=CC=C1